(5S,8S,10aR)-5-amino-N-(4-fluorobenzyl)-6-oxo-3-(3,3,3-trifluoro-2,2-dimethylpropyl)decahydropyrrolo[1,2-a][1,5]diazocine-8-carboxamide hydrochloride Cl.N[C@H]1CN(CC[C@@H]2N(C1=O)[C@@H](CC2)C(=O)NCC2=CC=C(C=C2)F)CC(C(F)(F)F)(C)C